tert-butyl 4-(2-methyl-4-(trifluoromethyl)-1H-pyrrolo[2,3-c]pyridin-7-yl)piperazine-1-carboxylate CC1=CC=2C(=C(N=CC2C(F)(F)F)N2CCN(CC2)C(=O)OC(C)(C)C)N1